OC(CC1=CC=NN1S(=O)(=O)N(C)C)C 5-(2-hydroxypropyl)-N,N-dimethyl-pyrazole-1-sulfonamide